4-thioxo-1,3-thiazolidine-2-one S=C1NC(SC1)=O